FC(C(=O)O)(F)F.ClC1=C(C=CC=C1[C@]1(NC(N(C(C1)=O)[C@@H]1C[C@@H](OCC1)C)=N)C)C=1C=C(C#N)C=CC1 3-(2-Chloro-3-{(4S)-2-imino-4-methyl-1-[(2S,4S)-2-methyl-tetrahydropyran-4-yl]-6-oxo-hexahydropyrimidin-4-yl}phenyl)-benzonitrile trifluoroacetic acid salt